3-chloro-2-(2-(1,3-dimethyl-1H-pyrazol-4-yl)-4-fluorophenyl)-N-((3R,3aR,6R,6aR)-6-hydroxyhexahydrofuro[3,2-b]furan-3-yl)imidazo[1,2-a]pyridine-7-carboxamide ClC1=C(N=C2N1C=CC(=C2)C(=O)N[C@H]2[C@@H]1[C@H](OC2)[C@@H](CO1)O)C1=C(C=C(C=C1)F)C=1C(=NN(C1)C)C